S1C(=NC2=C1C=CC=C2)CCC=O 3-(benzo[d]thiazol-2-yl)propan-1-one